ClC1=CC=C(C=C1)CCC[Sn](C)(C)C 3-(4-chlorophenyl)propyltrimethyltin